NC=1N=CC2=C(N1)N(C=C2)C2=CC(=NC=C2)C#CC2(CCNCC2)O 4-((4-(2-amino-7H-pyrrolo[2,3-d]pyrimidin-7-yl)pyridin-2-yl)ethynyl)piperidin-4-ol